tert-butyl (3R)-3-[7-[(2,4-dimethoxyphenyl)methylamino]-3-(2-fluoro-6-methyl-phenyl)-2-oxo-4H-pyrido[4,3-d]pyrimidin-1-yl]pyrrolidine-1-carboxylate COC1=C(C=CC(=C1)OC)CNC1=CC=2N(C(N(CC2C=N1)C1=C(C=CC=C1C)F)=O)[C@H]1CN(CC1)C(=O)OC(C)(C)C